C1=CC=CC=2C3=CC=CC=C3N(C12)CC=1N(C(=NN1)S)C1=CC=CC=C1 5-((9H-carbazol-9-yl)methyl)-4-phenyl-4H-1,2,4-triazole-3-thiol